dimethyl-[2,2'-bithiophene]-4,4'-dicarboxylate COC(=O)C=1C=C(SC1)C=1SC=C(C1)C(=O)OC